C1(CC1)S(=O)(=O)NC=1SC2=C(N1)C(CC2)C(=O)NC2=CC=C(C=C2)C=2C=NC=C(C2)F 2-(cyclopropanesulfonamido)-N-(4-(5-fluoropyridin-3-yl)phenyl)-5,6-dihydro-4H-cyclopenta[d]thiazole-4-carboxamide